O=C1NC2=CC=CC=C2[C@]12CNC[C@@H]2C#N (3R,4'R)-2-oxospiro[indoline-3,3'-pyrrolidine]-4'-carbonitrile